C(NC(=O)C1=CC=C(C=N1)C=1CCNCC1)([2H])([2H])[2H] N-(methyl-d3)-1',2',3',6'-tetrahydro-[3,4'-bipyridine]-6-carboxamide